FC(C(=O)N)(C(C)(C)O)F difluoro-3-hydroxy-3-methylbutanamide